C1OCC12CN(C2)C2CCC(CC2)NC2=C1C=C(N(C1=CC=C2)CC(F)(F)F)C#CCNC2=C(C=C(C=C2)S(=O)(=O)N(C)C)OC 4-((3-(4-(((1R,4R)-4-(2-oxa-6-azaspiro[3.3]heptan-6-yl)cyclohexyl)amino)-1-(2,2,2-trifluoroethyl)-1H-indol-2-yl)prop-2-yn-1-yl)amino)-3-methoxy-N,N-dimethylbenzene-sulfonamide